4-methyl-2-(1-methylvinyl)-1H-imidazole CC=1N=C(NC1)C(=C)C